FC=1C=NC=CC1[C@H]1[C@@H](CN(C1)CCOC)NC(N)=O 3-((3S,4R)-4-(3-fluoropyridin-4-yl)-1-(2-methoxyethyl)pyrrolidin-3-yl)urea